N-allyl-1-[1-[5-[5-(trifluoromethyl)-1,2,4-oxadiazol-3-yl]-2-thienyl]ethyl]pyrazole-4-carboxamide C(C=C)NC(=O)C=1C=NN(C1)C(C)C=1SC(=CC1)C1=NOC(=N1)C(F)(F)F